BrC1=CC=C(C=C1)N1CNCC=C1 1-(4-bromophenyl)dihydropyrimidine